2-ethyl-3,5-diethoxypyridin-4-one C(C)C1=NC=C(C(C1OCC)=O)OCC